(1R,3R)-5-(2-((1R,3aS,7aR,E)-7a-methyl-1-((R)-4-morpholinobutane-2-yl)octahydro-4H-inden-4-ylidene)ethylidene)cyclohexane-1,3-diol C[C@@]12CCC/C(/[C@@H]2CC[C@@H]1[C@H](C)CCN1CCOCC1)=C\C=C1C[C@H](C[C@@H](C1)O)O